[Fe](Cl)Cl.ClC1=C(C=CC(=C1)Cl)N=C(C)C1=NC(=CC=C1)C(C)=NC1=C(C=C(C=C1)Cl)Cl 2,6-Bis[1-(2,4-dichlorophenylimino)ethyl]-pyridine iron(II) dichloride